O=C1NC(CCC1N1C(C2=CC=CC(=C2C1)OCCCCN1CCN(CC1)C1=NC=C(C(=O)N2CCC(CC2)CCCCNC(\C=C\C=2C=NC=CC2)=O)C=C1)=O)=O (E)-N-(4-(1-(6-(4-(4-((2-(2,6-dioxopiperidin-3-yl)-1-oxoisoindoline-4-yl)oxy)butyl)piperazin-1-yl)nicotinoyl)piperidin-4-yl)butyl)-3-(pyridin-3-yl)acrylamide